C1(=CC=CC=C1)C1=CC=CC=2NC(=NC21)C2=CC=CC=C2 4-(4-phenyl-1H-benzo[d]imidazol-2-yl)benzene